COC1=NC=C(C(=N1)OC)C=1C=C(C=2N(N1)C=CN2)[C@@H]2[C@H](C2)C2=CC=C(C=C2)OCC(F)(F)F 6-(2,4-dimethoxypyrimidin-5-yl)-8-((1S,2S)-2-(4-(2,2,2-trifluoroethoxy)phenyl)cyclopropyl)imidazo[1,2-b]pyridazine